N-(4-bromo-2-fluoro-phenyl)-6-methoxy-7-[(1-methylpiperidin-4-yl)methoxy]quinazolin-4-amine BrC1=CC(=C(C=C1)NC1=NC=NC2=CC(=C(C=C12)OC)OCC1CCN(CC1)C)F